C(C)(=O)O[C@@H]1CC2=CC[C@H]3[C@@H]4CC=C([C@@]4(C)CC[C@@H]3[C@]2(CC1)C)C=1C=NC=CC1 17-(3-pyridyl)-androst-5,16-dien-3β-ol acetate